C(CCCCCCC\C=C/C(\C=C/CCCCC)[2H])(=O)O [11-2H]-linoleic acid